2-(trimethylsilyl)ethyl (3S,4S)-4-hydroxy-6,6-dimethyl-tetrahydro-2H-pyran-3-ylcarbamate O[C@@H]1[C@H](COC(C1)(C)C)NC(OCC[Si](C)(C)C)=O